8-chloro-n-Octanol ClCCCCCCCCO